4-((4-([1,3'-bipyrrolidine]-1'-carbonyl)phenyl)amino)-1-(2,6-dichlorophenyl)-1H-pyrazole-3-carboxamide N1(CCCC1)C1CN(CC1)C(=O)C1=CC=C(C=C1)NC=1C(=NN(C1)C1=C(C=CC=C1Cl)Cl)C(=O)N